C(C)OC(C1=NC=CC(=C1)C(=O)OCC)=O diethyllutidinate